FC1=NC=CC(=C1)C1=CC(=NN1C1=NC=CC=C1)OCC(=O)OCC ethyl {[5-(2-fluoropyridin-4-yl)-1-(pyridin-2-yl)-1H-pyrazol-3-yl]oxy}acetate